2-((1H-pyrrolo[2,3-b]pyridin-5-yl)oxy)-N-((3-nitro-4-(((tetrahydro-2H-pyran-4-yl)methyl)amino)phenyl)sulfonyl)-4-(4-(2-phenylpyrrolidin-1-yl)cyclohexyl)benzamide N1C=CC=2C1=NC=C(C2)OC2=C(C(=O)NS(=O)(=O)C1=CC(=C(C=C1)NCC1CCOCC1)[N+](=O)[O-])C=CC(=C2)C2CCC(CC2)N2C(CCC2)C2=CC=CC=C2